C(C)(C)(C)C=1C=C(C=C(C1)C(C)(C)C)C1=C2C=C(C(C2=CC=2CCCC12)[Si](N)(C)C)C 1-(4-(3,5-di-tert-butylphenyl)-2-methyl-1,5,6,7-tetrahydro-s-indacen-1-yl)-1,1-dimethylsilanamine